Rac-(5aR,6S,7S,8R,8aS)-5a-(4-cyanophenyl)-7-((3-fluoroazetidin-1-yl)methyl)-8,8a-dihydroxy-1-methoxy-6-phenyl-5a,7,8,8a-tetrahydro-6H-cyclopenta[4,5]furo[3,2-c]pyridine-3-carbonitrile C(#N)C1=CC=C(C=C1)[C@]12[C@](C=3C(=NC(=CC3O1)C#N)OC)([C@@H]([C@@H]([C@H]2C2=CC=CC=C2)CN2CC(C2)F)O)O |r|